C(C=C)C=1C=CC=CC1 5-(prop-2-en-1-yl)benzene